FC(S(=O)(=O)OC1=NSC=2C1=NC=CC2C=2C(=NC=CC2)C(F)(F)F)(F)F 7-[2-(trifluoromethyl) pyridin-3-yl]-[1,2]Thiazolo[4,5-b]Pyridin-3-yl trifluoromethanesulfonate